2-[[3-[[2-(2,6-dioxo-3-piperidyl)-4-fluoro-1-oxo-isoindolin-5-yl]methylcarbamoyl-amino]-5-(trifluoromethyl)phenoxy]methyl]prop-2-enoic acid O=C1NC(CCC1N1C(C2=CC=C(C(=C2C1)F)CNC(=O)NC=1C=C(OCC(C(=O)O)=C)C=C(C1)C(F)(F)F)=O)=O